3,3,3',3'-tetramethyl-2,2',3,3'-tetrahydro-1,1'-spirobi[indene]-6,6'-diol CC1(CC2(C3=CC(=CC=C13)O)CC(C1=CC=C(C=C12)O)(C)C)C